(+-)-tert-butyl 2-(4-cyanophenyl)-4-phenylpiperidine-1-carboxylate C(#N)C1=CC=C(C=C1)C1N(CCC(C1)C1=CC=CC=C1)C(=O)OC(C)(C)C